copper zinc tin sulfur tin [Sn].[S].[Sn].[Zn].[Cu]